C1(CC1)OCCNC1=CC(=C(C(=O)N[C@H]2CN(CC[C@@H]2F)C(=O)OC(C)(C)C)C=C1[N+](=O)[O-])F tert-butyl (3S,4S)-3-(4-((2-cyclopropoxyethyl)amino)-2-fluoro-5-nitrobenzamido)-4-fluoropiperidine-1-carboxylate